FC(OC=1C=C(C=CC1F)C=1C=C2C(=NC1)C=NN2CC=2OC(=NN2)C(F)(F)F)F 2-[[6-[3-(Difluoromethoxy)-4-fluoro-phenyl]pyrazolo[4,3-b]pyridin-1-yl]methyl]-5-(trifluoromethyl)-1,3,4-oxadiazole